(R)-8-((4-(difluoromethoxy)phenyl)sulfonyl)-3-((S)-2-oxa-7-azaspiro[4.4]non-7-yl)-1-oxa-8-azaspiro[4.5]decane FC(OC1=CC=C(C=C1)S(=O)(=O)N1CCC2(C[C@H](CO2)N2C[C@@]3(CCOC3)CC2)CC1)F